2-(1H-pyrazol-3-yl)ethan-1-amine N1N=C(C=C1)CCN